FC=1C=CC(=NC1)OC[C@@H]1[C@H](CCC1)NC(C1=C(C=CC=C1C1=NC=CC=N1)OC)=O N-[(1S,2S)-2-[(5-fluoro-2-pyridyl)oxymethyl]cyclopentyl]-2-methoxy-6-pyrimidin-2-yl-benzamide